1-(4-(4-hydroxyphenyl)butan-2-yl)-3-(3-methyl-5-(trifluoromethyl)phenyl)urea OC1=CC=C(C=C1)CCC(C)NC(=O)NC1=CC(=CC(=C1)C(F)(F)F)C